C(C)SC=1C(=NC=C(C1)C(F)(F)F)C1=NC=2C(=NC=C(C2)SC(F)(F)F)N1C 2-(3-ethylsulfanyl-5-trifluoromethylpyridin-2-yl)-3-methyl-6-trifluoromethylsulfanyl-3H-imidazo[4,5-b]pyridine